tetrahydropyrrole-1-carboxamide N1(CCCC1)C(=O)N